[N+](=O)([O-])C=1C=CC(=C(C(=O)O)C1)N1CCCCC1 5-nitro-2-(piperidin-1-yl)benzoic acid